N1NCC(C1=O)=O pyrazolin-4,5-dione